C(C)OC(C(=O)O)C1=CC=CC=C1 ethyl-oxy-phenyl-acetic acid